4-butyl-3-(2,4-difluorophenyl)-5-methyl-1H-pyrazole-5-carboxamide C(CCC)C1=C(NNC1(C(=O)N)C)C1=C(C=C(C=C1)F)F